Cl.NCC1=CC=C(C=C1)C=1SC(=CN1)CNC(=O)C1=CC2=C(OC3=C(C(N2)=O)C=CC=C3)C=C1 N-((2-(4-(aminomethyl)phenyl)thiazol-5-yl)methyl)-11-oxo-10,11-dihydrodibenzo[b,f][1,4]oxazepine-8-carboxamide hydrochloride